N=1C=NN2C1C=C(C=C2)OC2=C(C(=C(C=C2)NC=2C1=C(N=CN2)C=CC(=N1)SC1CCN(CC1)C(C=C)=O)F)C 1-(4-((4-((4-([1,2,4]triazolo[1,5-a]pyridin-7-yloxy)-2-fluoro-3-methylphenyl)amino)pyrido[3,2-d]pyrimidin-6-yl)thio)piperidin-1-yl)prop-2-en-1-one